FC=1C=CC=C2C=C(NC(C12)=O)CCC(=O)N1CCC(=CC1)C1=CC=C(C#N)C=C1 4-(1-(3-(8-fluoro-1-oxo-1,2-dihydroisoquinolin-3-yl)propanoyl)-1,2,3,6-tetrahydropyridin-4-yl)benzonitrile